ClC1=C2N(C=3C=CC=CC13)C(C=C2C2=CC=CC=C2)(O)C(F)(F)F 9-Chloro-1-phenyl-3-(trifluoromethyl)-3H-pyrrolo[1,2-a]indol-3-ol